C1(CC1)N1N=NC(=C1)C(C(=O)[O-])C1=C2C=CN(C(C2=CC=C1)=O)C (1-Cyclopropyl-1H-1,2,3-triazol-4-yl)(2-methyl-1-oxo-1,2-dihydroisoquinolin-5-yl)acetate